C(C1=CC=C(C(=O)OC)C=C1)(=O)OC terephthalic acid, dimethyl ester